C(CCC)C1=NC=2NC(N(C(C2N1)=O)C)=O butyl-1-methylxanthine